(E)-N-benzyl-3-(4-(4-hydroxyphenyl)-1-methyl-1H-1,2,3-triazol-5-yl)-N-methacryloylamide C(C1=CC=CC=C1)[N-]C(\C(=C\C1=C(N=NN1C)C1=CC=C(C=C1)O)\C)=O